C(C)C=1C=CC=C2C=CC=C(C12)C1=C(C=2N=C(N=C(C2C=N1)N1CC(CCC1)(O)C)OCC12CCCN2CCC1)F 1-(7-(8-ethylnaphthalen-1-yl)-8-fluoro-2-((hexahydro-1H-pyrrolizin-7a-yl)methoxy)pyrido[4,3-d]pyrimidin-4-yl)-3-methylpiperidin-3-ol